C(C)(C)(C)S(=O)N[C@@H]1[C@@H](OCC12CCN(CC2)C(=O)OC(C)(C)C)C Tert-butyl (3S,4S)-4-((tert-butylsulfinyl)amino)-3-methyl-2-oxa-8-azaspiro[4.5]decane-8-carboxylate